tert-Butyl (S)-5-methyl-6-oxo-3-(trifluoromethyl)-5,6,6a,7,9,10-hexahydro-8H-pyrazino[1,2-a]pyrido[3,2-e]pyrazine-8-carboxylate CN1C([C@H]2N(C3=C1C=C(C=N3)C(F)(F)F)CCN(C2)C(=O)OC(C)(C)C)=O